2-ethyltetrahydrofuran-3,4-diol C(C)C1OCC(C1O)O